O1C(CCCC1)N1N=CC(=N1)B1OC(C(O1)(C)C)(C)C 2-(oxan-2-yl)-4-(tetramethyl-1,3,2-dioxaborolan-2-yl)-2H-1,2,3-triazole